(R)-8-cyclopentyl-7-ethyl-2-{[5-methoxy-1-(2-morpholinoacetyl)indol-6-yl]amino}-5-methyl-7,8-dihydropterin C1(CCCC1)N1C(CN(C=2C(N[C@](NC12)(N)NC1=C(C=C2C=CN(C2=C1)C(CN1CCOCC1)=O)OC)=O)C)CC